C(C)OC1=CC=C2C=CC=NC2=C1C(=O)N1[C@@H]2[C@@H](C[C@H](C1)C2)NC2=NC=C(C=C2)C(F)(F)F (7-ethoxyquinolin-8-yl)((1S,4S,6R)-6-((5-(trifluoromethyl)pyridin-2-yl)amino)-2-azabicyclo[2.2.1]hept-2-yl)methanone